10-methoxy-N-(5-methoxypyridin-3-yl)-7-thia-2,5,9-triazatricyclo[6.4.0.02,6]dodeca-1(12),3,5,8,10-pentaene-4-carboxamide COC=1N=C2SC3=NC(=CN3C2=CC1)C(=O)NC=1C=NC=C(C1)OC